NC(CCNC1=NOC2=C1C=C(C=C2)CN2[C@@H](CN(CC2)C(=O)OC(C)(C)C)C)=O tert-butyl (R)-4-((3-((3-amino-3-oxopropyl)amino)benzo[d]isoxazol-5-yl)methyl)-3-methylpiperazine-1-carboxylate